3-(3-(4-(1-aminocyclopropyl)phenyl)-5-morpholino-3H-imidazo[4,5-b]pyridin-2-yl)pyridin-2-amine NC1(CC1)C1=CC=C(C=C1)N1C(=NC=2C1=NC(=CC2)N2CCOCC2)C=2C(=NC=CC2)N